N=1C=NN2C=NC(=CC21)OC2=C(C=C(C=C2)NC2=NC=NC1=CC(=CC(=C21)O[C@@H]2C(CN(CC2)C)(F)F)OC)C (S)-N-(4-([1,2,4]triazolo[1,5-c]pyrimidin-7-yloxy)-3-methylphenyl)-5-((3,3-difluoro-1-methylpiperidin-4-yl)oxy)-7-methoxyquinazolin-4-amine